COC(=O)C1=C(C=C2C=C(N(C2=C1)C1CCC1)C1=CC=C(C=C1)NC(=O)OC(C)(C)C)OC 2-(4-((tert-Butyloxycarbonyl)amino)phenyl)-1-cyclobutyl-5-methoxy-1H-indole-6-carboxylic acid methyl ester